FC(COC=1C(=NON1)C(=O)N(C(OC(C)(C)C)=O)C1=CC=CC=C1)(F)F tert-butyl (4-(2,2,2-trifluoroethoxy)-1,2,5-oxadiazole-3-carbonyl)(phenyl)carbamate